2-bromo-2,2-difluoroacetic acid sodium salt [Na+].BrC(C(=O)[O-])(F)F